C1(CC1)NC1C(NCC1)=O 3-(cyclopropylamino)pyrrolidin-2-one